Cl.C(C1=CC=CC=C1)OCCOCCOCCOC1(N(C2=CC(=C(C=C2C1)F)F)C)C(=O)C1CN(CCN1)C1CCC(CC1)CC=O 4-(3-(2-(2-(2-(benzyloxyethoxy)ethoxy)ethoxy)-5,6-difluoro-1-methyl-1H-indol-2-carbonyl)piperazin-1-yl)-2-cyclohexylethane-1-one hydrochloride